(2-ethoxy-3-pyridyl)-N-(imidazo[1,2-a]pyridin-5-ylmethyl)-5-isopropyl-7-methyl-imidazo[1,5-b]pyridazin-4-amine C(C)OC1=NC=CC=C1C=1C=C(C=2N(N1)C(=NC2C(C)C)C)NCC2=CC=CC=1N2C=CN1